N1(C=NC=C1)S(=O)(=O)N1CC2(CN(C2)C(=O)OC(C)(C)C)C1 Tert-Butyl 6-((1H-Imidazol-1-Yl)Sulfonyl)-2,6-Diazaspiro[3.3]Heptan-2-Carboxylate